N[C@H](C)C=1C=2C=C3C=4C=CC=NC4CCN3C(C2C=C(C1)C)=O (R)-12-(1-aminoethyl)-10-methyl-5,6-dihydro-8H-isoquinolino[3,2-f][1,6]naphthyridin-8-one